3-(1-methyl-3-(S-methylsulfonimidoyl)-1H-indol-5-yl)-5,6,7,8-tetrahydrobenzo[4,5]thieno[2,3-d]pyrimidine-2,4(1H,3H)-dione CN1C=C(C2=CC(=CC=C12)N1C(NC2=C(C1=O)C1=C(S2)CCCC1)=O)S(=O)(=N)C